bisphenol monoacrylate carbon [C+].C(C=C)(=O)[O-].C1(=CC=CC=C1)O.C1(=CC=CC=C1)O